[4-(6-Amino-pyridazin-3-yl)-piperidin-1-yl]-[4-methoxy-5-(4-trifluoromethyl-phenyl)-pyridin-2-yl]-methanone NC1=CC=C(N=N1)C1CCN(CC1)C(=O)C1=NC=C(C(=C1)OC)C1=CC=C(C=C1)C(F)(F)F